C1CC12N(CCC2)CCNC(=O)C=2C=C(C(=NC2)C)NC(=O)C=2C=NN1C2SC(=C1)C=1C(=NN(C1)C)C N-(5-((2-(4-azaspiro[2.4]heptan-4-yl)ethyl)carbamoyl)-2-methylpyridin-3-yl)-2-(1,3-dimethyl-1H-pyrazol-4-yl)pyrazolo[5,1-b]thiazole-7-carboxamide